2-benzyl-2-(((2R,3S,4R,5R)-5-(2-chloro-6-(ethyl-(methyl)amino)-9H-purin-9-yl)-3-ethynyl-3,4-dihydroxytetrahydrofuran-2-yl)methoxy)malonic acid C(C1=CC=CC=C1)C(C(=O)O)(C(=O)O)OC[C@H]1O[C@H]([C@@H]([C@@]1(O)C#C)O)N1C2=NC(=NC(=C2N=C1)N(C)CC)Cl